alpha-amino-epsilon-caprolactam hydrochloride Cl.NC1C(=O)NCCCC1